C1(CC1)C1=C2CC(N(C2=CC=C1)C(=O)NC=1C=C2CN(C(C2=CC1)=O)C1C(NC(CC1)=O)=O)COC 4-cyclopropyl-N-(2-(2,6-dioxopiperidin-3-yl)-1-oxoisoindolin-5-yl)-2-(methoxymethyl)indoline-1-carboxamide